(R)-4-methyl-7-(4-(1-methyl-1H-pyrazol-4-yl)piperazin-1-yl)-N-(1-(2-methyl-3-(trifluoromethyl)phenyl)ethyl)pyrido[3,4-d]pyridazin-1-amine CC=1N=NC(=C2C1C=NC(=C2)N2CCN(CC2)C=2C=NN(C2)C)N[C@H](C)C2=C(C(=CC=C2)C(F)(F)F)C